C1(=CCCCCC1)C=1NN2C(=NC(=C(C2=O)N2CCN(CC2)CC2=C(C=NC=C2)O)CC)N1 2-(cyclohept-1-en-1-yl)-5-ethyl-6-(4-(3-hydroxyisonicotinyl)piperazin-1-yl)-7-oxo-[1,2,4]triazolo[1,5-a]pyrimidine